1-benzofuran-2-yl[(3aS,4R,6aR)-4-[(6-chloro-3-pyridazinyl)amino]hexahydrocyclopenta[c]pyrrole-2(1H)-yl]methanone O1C(=CC2=C1C=CC=C2)C(=O)N2C[C@H]1[C@@H](C2)[C@@H](CC1)NC=1N=NC(=CC1)Cl